FC1=C(C(=C(C=2CCC(CC12)OC)F)O)N1CC(NS1(=O)=O)=O 5-(1,4-difluoro-3-hydroxy-7-methoxy-5,6,7,8-tetrahydronaphthalen-2-yl)-1λ6,2,5-thiadiazolidine-1,1,3-trione